tert-butyl (R)-3-(2-fluoro-N-(8-methylisoquinolin-1-yl)-4-((4-(pyridin-4-yl)pyrimidin-2-yl)amino)benzamido)piperidine-1-carboxylate FC1=C(C(=O)N(C2=NC=CC3=CC=CC(=C23)C)[C@H]2CN(CCC2)C(=O)OC(C)(C)C)C=CC(=C1)NC1=NC=CC(=N1)C1=CC=NC=C1